triethylene glycol Bis-[3-(3-t-butyl-5-methyl-4-hydroxyphenyl)propionate] C(C)(C)(C)C=1C=C(C=C(C1O)C)CCC(=O)OCCOCCOCCOC(CCC1=CC(=C(C(=C1)C)O)C(C)(C)C)=O